{4-[(3S)-4-{(1R)-2-methoxy-1-[4-(trifluoromethyl)phenyl]ethyl}-3-methylpiperazin-1-yl]-4-methylpiperidin-1-yl}methanone COC[C@@H](C1=CC=C(C=C1)C(F)(F)F)N1[C@H](CN(CC1)C1(CCN(CC1)C=O)C)C